C(C=CCCC)(=O)OC(\C=C\CCC)=O trans-2-hexenoyl hexenoate